BrC(C(C#N)(CBr)Br)CC#N 2-bromo-1-bromo-1-(bromomethyl)-1,3-propanedicarbonitrile